5-(4-Cyclohexylphenyl)-3-((2s,3s)-3-(fluoromethyl)-2-methylazetidine-1-carbonyl)-2-(pyrimidin-2-yl)pyrazolo[1,5-a]pyrimidin C1(CCCCC1)C1=CC=C(C=C1)C1=NC=2N(C=C1)N=C(C2C(=O)N2[C@H]([C@H](C2)CF)C)C2=NC=CC=N2